C(CCCCCCCCCCC)[N+](CC(CS(=O)(=O)O)O)(C)C N-lauryl-N,N-dimethyl-N-(2-hydroxysulfopropyl)ammonium